(S)-N-(4-(difluoromethoxy)pyridin-2-yl)-4-methyl-3-(1-(pyrimidin-5-yl)pyrrolidin-3-yl)benzamide FC(OC1=CC(=NC=C1)NC(C1=CC(=C(C=C1)C)[C@H]1CN(CC1)C=1C=NC=NC1)=O)F